Cl.FC(C=1C(=C(C=CC1)C(C)N)C)F 1-(3-(difluoromethyl)-2-methylphenyl)ethylamine hydrochloride